N-[(2,3-dimethoxyphenyl)methyl]-N'-(2-pyridinylmethyl)-N-(5,6,7,8-tetrahydro-8-quinolinyl)-1,4-benzenedimethanamine COC1=C(C=CC=C1OC)CN(CC1=CC=C(C=C1)CNCC1=NC=CC=C1)C1CCCC=2C=CC=NC12